C1(=CC=C(C=C1)OB(O)O)C1=CC=CC=C1 [1,1'-biphenyl]-4-ylboric acid